methyl 2-(5-((2-fluorobenzyl) oxy)-2-methylpyrazolo[1,5-a]pyridine-3-carboxamido)-3-hydroxy-2-methylpropionate FC1=C(COC2=CC=3N(C=C2)N=C(C3C(=O)NC(C(=O)OC)(CO)C)C)C=CC=C1